4-(2-propenyloxy)benzoic acid C(C=C)OC1=CC=C(C(=O)O)C=C1